(S)-4-(7-fluoroimidazo[1,2-a]pyridin-3-yl)-7-((5-(3-(3-hydroxy-1-methylazetidin-3-yl)piperidin-1-yl)pyridin-2-yl)amino)isoindolin-1-one FC1=CC=2N(C=C1)C(=CN2)C2=C1CNC(C1=C(C=C2)NC2=NC=C(C=C2)N2C[C@H](CCC2)C2(CN(C2)C)O)=O